5-amino-1-isopropyl-1H-pyrazole-4-carboxamide NC1=C(C=NN1C(C)C)C(=O)N